N[C@@H](C)C=1N(C(C2=C(C=CC=C2C1)NCC1=CC=C(C=C1)OC)=O)C1=CC=CC=C1 (S)-3-(1-aminoethyl)-8-((4-methoxybenzyl)amino)-2-phenylisoquinoline-1(2H)-one